CCC1=C(C(=NN1)C2=CC=C(C=C2)OC)C3=CC=CC=C3O The molecule is a pyrazole that is 1H-pyrazole bearing an ethyl group at position 3, a 2-hydroxyphenyl group at position 2, and a 4-methoxyphenyl group at position 5. It has a role as a metabolite. It is a member of phenols, a member of pyrazoles and a monomethoxybenzene.